ClC1=NC=C(C(=N1)C=1C=CC(N(C1)C1=CC=C(C=C1)F)=O)F 5-(2-chloro-5-fluoropyrimidin-4-yl)-1-(4-fluorophenyl)pyridin-2(1H)-one